COC1=C(C(NC(=C1)C)=O)CNC(=O)C=1C=C2C=CC(OC2=C(C1)C1=CC(=CC=C1)C(F)(F)F)(C)C N-[(4-methoxy-6-methyl-2-oxo-1,2-dihydropyridin-3-yl)methyl]-2,2-dimethyl-8-[3-(trifluoromethyl)phenyl]-2H-chromen-6-carboxamide